2,3-di-O-methyl-1,4,5,6-tetraacetyl-D-glucitol CO[C@@H](C(O)C(C)=O)[C@@H](OC)[C@](O)([C@](O)(C(O)C(C)=O)C(C)=O)C(C)=O